N=1C=NN2C1C=C(C=C2)OC2=C(C=C(C=C2)NC2=NC=NC1=CC=3OCC4CN(CCN(C3N=C12)C4)S(=O)(=O)C4=C(C=CC=C4)[N+](=O)[O-])C N-(4-([1,2,4]triazolo[1,5-a]pyridin-7-yloxy)-3-methylphenyl)-9-((2-nitrophenyl)sulfonyl)-7,8,9,10,11,12-hexahydro-6,11-methanopyrimido[4',5':5,6]pyrido[3,2-b][1,4,7]oxadiazecin-4-amine